7-bromo-1H-pyrazolo[4,3-b]Pyridine BrC1=C2C(=NC=C1)C=NN2